CC1=CC=C(C=C1)S(=O)(=O)NN=CC1=C(C=CC=C1)CC1=CC=CC=C1 Benzylbenzaldehyde-p-toluenesulfonylhydrazone